[Ni].[Cu].[Ni].[B].[Fe].[Nd] neodymium iron boron nickel-copper-nickel